C(C)(C)OC(=O)C=1C(=C(N2C=C(C=C2C1)C1=CN=CS1)C(C)N1CCOCC1)C 6-methyl-5-(1-morpholinoethyl)-2-(thiazol-5-yl)indolizine-7-carboxylic acid isopropyl ester